C1(CC1)C1=C(C(=NO1)C1=C(C=CC=C1Cl)Cl)CO[C@H]1[C@@H]2CN([C@H](C1)C2)C2=CC=C(C=N2)C(=O)O 6-[(1S,4S,5R)-5-{[5-cyclopropyl-3-(2,6-dichlorophenyl)-1,2-oxazol-4-yl]methoxy}-2-azabicyclo[2.2.1]heptan-2-yl]pyridine-3-carboxylic acid